NC1(CCCCC1)COC1=C(C#N)C=C(C=C1)C1=CC(=NC=C1)C(F)F 2-((1-Aminocyclohexyl)methoxy)-5-(2-(difluoromethyl)pyridin-4-yl)benzonitrile